tungsten-vanadium oxide [O-2].[V+5].[W+4]